SCC[Si](OCCC)(OCCC)OC 2-mercaptoethyl-methoxydipropoxysilane